COC1=C(C=CC(=C1)CCC(C=CCCCCCCCCCCC)=O)[O-] 2-methoxy-4-(3-oxohexadec-4-enyl)phenolate